CSC1=NC2=CC=C(C=C2N=C1)C1=CC=C(C=C1)O 4-(2-methylsulfanylquinoxalin-6-yl)phenol